2,3,5,6-tetrafluorostyrene FC1=C(C=C)C(=C(C=C1F)F)F